[N+](=O)([O-])C1=CC=C(C=C1)C1=NN=C(S1)[C@H]1NCCC1 (S)-2-(5-(4-nitrophenyl)1,3,4-thiadiazol-2-yl)pyrrolidin